3,9-dichloro-2,4,8,10-tetraoxa-3,9-diphosphaspiro[5.5]undecane-3,9-dioxide ClP1(OCC2(CO1)COP(OC2)(Cl)=O)=O